1-[(2R,3S,4R,5R)-5-{[(tert-butyldimethylsilyl)oxy]methyl}-3-fluoro-4-hydroxyoxolan-2-yl]-5-fluoro-3H-pyrimidine-2,4-dione [Si](C)(C)(C(C)(C)C)OC[C@@H]1[C@H]([C@@H]([C@@H](O1)N1C(NC(C(=C1)F)=O)=O)F)O